FC1=NN2C(N=CC3=C2[C@](CC3C(=O)OC)(C3=NNC=C3)C)=C1 methyl (8S)-2-fluoro-8-methyl-8-(1H-pyrazol-3-yl)-7,8-dihydro-6H-cyclopenta[e]pyrazolo[1,5-a]pyrimidine-6-carboxylate